4-(6-(3-(2-fluorophenoxy)azetidin-1-yl)pyridin-3-yl)-6-(2-hydroxy-2-methylpropoxy)pyrazolo[1,5-a]pyridine-3-carbonitrile FC1=C(OC2CN(C2)C2=CC=C(C=N2)C=2C=3N(C=C(C2)OCC(C)(C)O)N=CC3C#N)C=CC=C1